5-(8-((1R,2R)-2-(4-fluoro-3-(trifluoromethyl)phenyl)cyclopropyl)imidazo[1,2-b]pyridazin-6-yl)pyrimidine-2,4(1H,3H)-dione FC1=C(C=C(C=C1)[C@H]1[C@@H](C1)C=1C=2N(N=C(C1)C=1C(NC(NC1)=O)=O)C=CN2)C(F)(F)F